BrC1=C(C=CC(=C1)C)CS(=O)(=O)NC1=C(C=C(C=C1)C1=NC=2C=NC(=NC2N(C1=O)C(C)C)S(=O)(=O)C)F 1-(2-Bromo-4-methylphenyl)-N-(2-fluoro-4-(8-isopropyl-2-(methylsulfonyl)-7-oxo-7,8-dihydropteridin-6-yl)phenyl)methanesulfonamide